1-Phenethyl-2-(o-tolyl)-benzo[d]imidazole C(CC1=CC=CC=C1)N1C(=NC2=C1C=CC=C2)C2=C(C=CC=C2)C